2-(4-fluoro-1H-pyrazol-1-yl)ethan-1-one Platinum Acetylide [C-]#[C-].[Pt+2].FC=1C=NN(C1)CC=O